CO[C@@H]1CN(CC1)C1=CC=2N(C=C1)C=C(N2)C=2C=C(C=CC2)C 7-((S)-3-Methoxy-pyrrolidin-1-yl)-2-m-tolyl-imidazo[1,2-a]pyridine